C(C)(C)NC1=NC(=CC2=C1N=C(N=C2)N[C@H]2CNCCC2)C#N (R)-8-(isopropylamino)-2-(piperidin-3-ylamino)pyrido[3,4-d]pyrimidine-6-carbonitrile